cyclopentadiene-1,2,3,4,5-penta-carboxylic acid amyl methyl ester COC(=O)C1=C(C(C(=C1C(=O)O)C(=O)O)C(=O)O)C(=O)OCCCCC